COC1=CC=C(CNN2C(NC3=C2C=C(C=C3)N3CCN(CC3)C(=O)OC(C)(C)C)=O)C=C1 tert-butyl 4-(3-((4-methoxybenzyl)amino)-2-oxo-2,3-dihydro-1H-benzo[d]imidazol-5-yl)piperazine-1-carboxylate